pyrenequinon C1(C(C=C2C=CC3=CC=CC4=CC=C1C2=C34)=O)=O